O1[C@H](COCC1)CN1N=C2C3=C(CCC2=C1)OC(=C3C)C(=O)OCC ethyl 2-{[(2S)-1,4-dioxan-2-yl]methyl}-8-methyl-4,5-dihydro-2H-furo[2,3-g]indazole-7-carboxylate